tert-butyl 6-(5-chloro-2-(methylthio) pyrimidin-4-yl)-1-oxoisoindoline-2-carboxylate ClC=1C(=NC(=NC1)SC)C1=CC=C2CN(C(C2=C1)=O)C(=O)OC(C)(C)C